C(=O)(O)[Co](C(=O)O)(C(=O)O)C(=O)O tetracarboxylcobalt